N1N=NC(=C1)COC=1C(C=C(OC1)CN1CC2=CC=CC=C2C1)=O 5-((1H-1,2,3-triazol-4-yl)methoxy)-2-(isoindolin-2-ylmethyl)-4H-pyran-4-one